2-chloro-4-((4-((1-(5-((3R,5S)-3,5-dimethylpiperidin-1-yl)pyrimidin-2-yl)ethyl)amino)-1-methyl-2-oxo-1,2-dihydroquinolin-6-yl)amino)nicotinonitrile ClC1=C(C#N)C(=CC=N1)NC=1C=C2C(=CC(N(C2=CC1)C)=O)NC(C)C1=NC=C(C=N1)N1C[C@@H](C[C@@H](C1)C)C